(2-norbornyl)methyl-(2-oxocyclohexylidene)sulfonium triflate [O-]S(=O)(=O)C(F)(F)F.C12C(CC(CC1)C2)C[S+]=C2C(CCCC2)=O